5-(N-(2-(6-(3-bromothiophene-2-carbonyl)-3,6-diazabicyclo[3.1.1]heptane-3-yl)phenyl)-N-phenethylsulfamoyl)-3-methylbenzofuran-2-carboxylic acid ethyl ester C(C)OC(=O)C=1OC2=C(C1C)C=C(C=C2)S(N(CCC2=CC=CC=C2)C2=C(C=CC=C2)N2CC1N(C(C2)C1)C(=O)C=1SC=CC1Br)(=O)=O